1-(3-acetylphenyl)-3-(3-(2-methoxyethyl)-2-(4-methylpiperazine-1-carbonyl)-4-oxo-3,4-dihydroquinazolin-6-yl)urea C(C)(=O)C=1C=C(C=CC1)NC(=O)NC=1C=C2C(N(C(=NC2=CC1)C(=O)N1CCN(CC1)C)CCOC)=O